[Mn+3].ClC1(N2CCN(CCCN(CCN(CC1)CCCC)CC2)CCCC)Cl Dichloro-5,12-di-n-butyl-1,5,8,12-tetraazabicyclo[6.6.2]hexadecane manganese (III)